N-(3-sulfopropyl)pyridine S(=O)(=O)(O)CCCN1CC=CC=C1